N=1C=NN2C1C=C(C=C2)OC2=CC(=C(C=C2C)NC2=NC=NC1=CC=3OC[C@H]4N(C3N=C12)CCN(C4)C)F (S)-N-(4-([1,2,4]triazolo[1,5-a]pyridin-7-yloxy)-2-fluoro-5-methylphenyl)-3-methyl-1,2,3,4,4a,5-hexahydropyrazino[1,2-d]pyrimido[4',5':5,6]pyrido[3,2-b][1,4]oxazin-11-amine